(6S)-6-(4-bromo-2-methoxyphenyl)-4-hydroxypiperidin-2-one BrC1=CC(=C(C=C1)[C@@H]1CC(CC(N1)=O)O)OC